C1(CC1)C=1C=NN(C1)C1OCCCC1 4-cyclopropyl-1-(tetrahydro-2H-pyran-2-yl)-1H-pyrazole